NC1=C(C=C2C=C(C=NC2=N1)C(=O)N(CC1=NC=C(C=C1)C(F)(F)F)[C@H](C)C1=NC(=CC=C1)F)Br 7-amino-6-bromo-N-((1R)-1-(6-fluoro-2-pyridinyl)ethyl)-N-((5-(trifluoromethyl)-2-pyridinyl)methyl)-1,8-naphthyridine-3-carboxamide